(6-amino-5-methyl-3-pyridyl)-2-oxo-2-[2-[3-(trifluoromethyl)-1-bicyclo[1.1.1]pentanyl]-1-piperidyl]acetamide NC1=C(C=C(C=N1)NC(C(N1C(CCCC1)C12CC(C1)(C2)C(F)(F)F)=O)=O)C